BrC=1C(=C(NC1C(F)(F)F)C1=CC=C(C=C1)Cl)C#N 4-Bromo-2-(4-Chlorophenyl)-5-Trifluoromethyl-1H-Pyrrole-3-Carbonitrile